rac-(1r,5s,6r)-2,2-difluorobicyclo[3.1.0]hexane-6-amine hydrochloride Cl.FC1([C@H]2[C@@H]([C@H]2CC1)N)F |r|